bismuth (III) tri(neodecanoate) C(CCCCCC(C)(C)C)(=O)[O-].C(CCCCCC(C)(C)C)(=O)[O-].C(CCCCCC(C)(C)C)(=O)[O-].[Bi+3]